C(#N)C1=CC=C(C=C1)[C@H](C)NC(=O)C1(CCOCC1)N1C[C@@H](CC1)OC1=CC(=CC=C1)C(F)(F)F N-((S)-1-(4-Cyanophenyl)ethyl)-4-((R)-3-(3-(trifluoromethyl)phenoxy)pyrrolidin-1-yl)tetrahydro-2H-pyran-4-carboxamide